COC=1C=C(C=CC1OCC1=C(C(=CC=C1)OC)C(F)(F)F)C=1C=2C(NC(C1)=O)=NNC2 4-(3-methoxy-4-{[3-methoxy-2-(trifluoromethyl)phenyl]methoxy}phenyl)-2H,6H,7H-pyrazolo[3,4-b]pyridin-6-one